C(C)OC1=CC=C(C=N1)C1=CN=CC(=N1)C(=O)N/N=C/C1=CC(=NC(=C1)OC)O (E)-6-(6-ethoxypyridin-3-yl)-N'-((2-hydroxy-6-methoxypyridin-4-yl)methylene)pyrazine-2-carbohydrazide